1-(3-Chlorophenyl)-4,5,6,7-tetrahydro-7-oxo-1H-pyrazolo[3,4-C]pyridine-3-carboxylic acid ethyl ester C(C)OC(=O)C1=NN(C=2C(NCCC21)=O)C2=CC(=CC=C2)Cl